(4-(4-carboxyphenylmethylaminocarbonyl)-2,5-dihydroxyphenyl)acetic acid C(=O)(O)C1=CC=C(C=C1)CNC(=O)C1=CC(=C(C=C1O)CC(=O)O)O